ClC=1C=C(C=O)C=C(C1OCCOC)Cl 3,5-dichloro-4-(2-methoxyethoxy)benzaldehyde